indoline-1,4-dicarboxamide N1(CCC=2C(=CC=CC12)C(=O)N)C(=O)N